OCCCCCCCCCCCCCC(=O)O 14-Hydroxytetradecanoic acid